C(C)(C)(C)OC(=O)NC[C@@H](C(=O)ON1C(CCC1=O)=O)N1C(C=CC1=O)=O 2,5-dioxopyrrolidin-1-yl (2S)-3-[(tert-butoxycarbonyl)amino]-2-(2,5-dioxopyrrol-1-yl)propanoate